NCC(=O)N1CCC(CC1)N1N=CC(=C1)C=1N=C(C=2N(C1)N=CC2)C=2C=NN(C2)C(CC)CC 2-amino-1-(4-(4-(4-(1-(pent-3-yl)-1H-pyrazol-4-yl)pyrazolo[1,5-a]pyrazin-6-yl)-1H-pyrazol-1-yl)piperidin-1-yl)ethanone